C(#C)C1=C(C=C(C=C1SC)F)F 2-ethynyl-1,5-difluoro-3-methylsulfanyl-benzene